[Pt].[Pt].C(C1=CC=CC=C1)=CC(=O)C=CC1=CC=CC=C1.C(C1=CC=CC=C1)=CC(=O)C=CC1=CC=CC=C1.C(C1=CC=CC=C1)=CC(=O)C=CC1=CC=CC=C1 Tris(dibenzylideneacetone) diplatinum(0)